[NH4+].C(CCCCCCC)S(=O)(=O)[O-] 1-octylsulfonic acid ammonium salt